eicosane-1,14-diol C(CCCCCCCCCCCCC(CCCCCC)O)O